6-chloro-3-iodo-1-[[2-(trimethylsilyl)ethoxy]methyl]pyrazolo[3,4-b]pyridine Ethyl-2-(4-benzyl-1-(4-chlorophenyl)-2,5-dioxo-2,5-dihydro-1H-pyrrol-3-yl)acetate C(C)OC(CC=1C(N(C(C1CC1=CC=CC=C1)=O)C1=CC=C(C=C1)Cl)=O)=O.ClC1=CC=C2C(=N1)N(N=C2I)COCC[Si](C)(C)C